FC=1C=C(C=C(C1)N1C(CN(CC1)C)=O)[C@@H](C)NC(CC)=O N-[(1R)-1-[3-fluoro-5-(4-methyl-2-oxopiperazin-1-yl)phenyl]ethyl]propionamide